(4-Bromo-1,1-difluoro-3-oxo-isoindolin-2-yl)-N-(2,2,2-trifluoroethyl)acetamide BrC1=C2C(N(C(C2=CC=C1)(F)F)CC(=O)NCC(F)(F)F)=O